tert-Butyl 2-(4-(5-((3-chloro-4-fluorophenyl)carbamoyl)-6-methyl-1,1-dioxido-1,2,6-thiadiazinan-3-yl)phenoxy)acetate ClC=1C=C(C=CC1F)NC(=O)C1CC(NS(N1C)(=O)=O)C1=CC=C(OCC(=O)OC(C)(C)C)C=C1